ClC=1C=C(C=2N(N1)C=CN2)[C@@H]2[C@H](C2)C2=CC(=C(C=C2)F)C(F)(F)F 6-chloro-8-((1S,2S)-2-(4-fluoro-3-(trifluoromethyl)phenyl)cyclopropyl)imidazo[1,2-b]pyridazine